FC(C1CC(N(C1)C(=O)OC(C)(C)C)C1=CC(=C(C=C1)B1OC(C(O1)(C)C)(C)C)F)F tert-butyl 4-(difluoromethyl)-2-(3-fluoro-4-(4,4,5,5-tetramethyl-1,3,2-dioxaborolan-2-yl)phenyl)pyrrolidine-1-carboxylate